racemic-2-allyl-1-(7-fluoro-3-hydroxy-3-methyl-2,3-dihydro-1H-inden-5-yl)-6-((4-(4-methylpiperazin-1-yl)phenyl)-amino)-1,2-dihydro-3H-pyrazolo[3,4-d]pyrimidin-3-one C(C=C)N1N(C2=NC(=NC=C2C1=O)NC1=CC=C(C=C1)N1CCN(CC1)C)C=1C=C2[C@](CCC2=C(C1)F)(C)O |r|